16-(nitrooxy)hexadeca-1,4,7,10-tetraen [N+](=O)([O-])OCCCCCC=CCC=CCC=CCC=C